3-((3-cyanoquinolin-2-yl)thio)-N-phenylpropionamide C(#N)C=1C(=NC2=CC=CC=C2C1)SCCC(=O)NC1=CC=CC=C1